C1(=CC=CC=C1)CC(C)C1=CC=CC=C1 1,2-diphenylpropane